N1CC(CC1)N1C2=NC(=NC(=C2N=C1)N)N (pyrrolidin-3-yl)-9H-purine-2,6-diamine